ClC=1C(=NC(=NC1)NC1=C(C=C2CCN(CC2=C1)C)OC)C1=CN(C2=CC=CC=C12)CC(=O)O 2-(3-(5-Chloro-2-((6-methoxy-2-methyl-1,2,3,4-tetrahydroisoquinolin-7-yl)amino)pyrimidin-4-yl)-1H-indol-1-yl)acetic acid